C(C)OC(NC1=C(C=C(C=C1)NCC1=CC=C(C=C1)C(C)C)C#N)=O [2-Cyano-4-(4-isopropylbenzylamino)-phenyl]-carbamic acid ethyl ester